BrC1=CC=C(S1)CNC=1C=2N=CN([C@H]3[C@H](O)[C@H](O)[C@@H](CO)O3)C2N=CN1 N6-(5-bromothien-2-yl)methyladenosine